CCCCCCCCCCCCCCCCCCC(=O)O[C@H](COC(=O)CCCCCCCCC/C=C\CCCCCCCC)COP(=O)(O)OC[C@H](CO)O 1-(11Z-eicosenoyl)-2-nonadecanoyl-glycero-3-phospho-(1'-sn-glycerol)